1-(3,6-dimethoxy-5-propylpyridin-2-yl)butan-2-amine COC=1C(=NC(=C(C1)CCC)OC)CC(CC)N